(S)-N-(2-cyano-1-(4-(ethylsulfonyl)phenyl)ethyl)-4-((4-(cyclopentanecarbonyl)piperazin-1-yl)methyl)benzamide C(#N)C[C@@H](C1=CC=C(C=C1)S(=O)(=O)CC)NC(C1=CC=C(C=C1)CN1CCN(CC1)C(=O)C1CCCC1)=O